C(#N)C=1C=C(SC1F)CN[S@@](=O)C(C)(C)C (S)-N-((4-cyano-5-fluorothiophen-2-yl)methyl)-2-methylpropane-2-sulfinamide